C(C)(C)(C)C=1C=C(C=CC1)[C@@H]1CC2(CC1)CCN(CC2)C(=O)C2CC1(C2)NC(OC1)=O (2s,4s)-2-(2-(3-(tert-Butyl)phenyl)-8-azaspiro[4.5]decane-8-carbonyl)-7-oxa-5-azaspiro[3.4]octan-6-one